tert-Butyl 4-((4-(8-chloro-7-hydroxy-6-methylquinoxalin-2-yl)-1H-pyrazol-1-yl)methyl)piperidine-1-carboxylate ClC=1C(=C(C=C2N=CC(=NC12)C=1C=NN(C1)CC1CCN(CC1)C(=O)OC(C)(C)C)C)O